ethylene 2-ethyl acetate C(C)(=O)OCC.C=C